3-(4-bromo-1H-pyrazol-1-yl)-3-cyclopentylpropionitrile BrC=1C=NN(C1)C(CC#N)C1CCCC1